1-Cyclopropyl-4-fluoro-N'-(((R)-3-methyl-1,2,3,5,6,7-hexahydrodicyclopenta[b,e]pyridin-8-yl)carbamoyl)-1H-pyrazole-3-sulfonimidamide C1(CC1)N1N=C(C(=C1)F)S(=O)(N)=NC(NC1=C2C(=NC3=C1CCC3)[C@@H](CC2)C)=O